CC(=O)SCCCCC#N S-(4-cyanobutyl)thioacetate